NC[C@@H](C(F)(F)F)O (S)-3-amino-1,1,1-trifluoropropan-2-ol